4-[3-[2,6-dichloro-4-(1-methylpyrazol-4-yl)benzoyl]-2,4-dihydro-1,3-benzoxazin-8-yl]-2-morpholine-4-ylbenzoic acid ClC1=C(C(=O)N2COC3=C(C2)C=CC=C3C3=CC(=C(C(=O)O)C=C3)N3CCOCC3)C(=CC(=C1)C=1C=NN(C1)C)Cl